4-(6-Chlorohexyloxy)-3-oxo-butanoic acid ethyl ester C(C)OC(CC(COCCCCCCCl)=O)=O